C1(CCC1)N[C@H]1[C@@H](C1)C=1C=C(SC1)C(=O)NC1CCOCC1 4-(trans-2-(cyclobutylamino)-cyclopropyl)-N-(tetrahydro-2H-pyran-4-yl)thiophene-2-carboxamide